N-(2-chloro-4-(prop-1-yn-1-yl)phenyl)-2-(4-((1-(2-(2,6-dioxopiperidin-3-yl)-1,3-dioxoisoindolin-5-yl)azetidin-3-yl)ethynyl)-1H-pyrazol-1-yl)-2-methylpropanamide ClC1=C(C=CC(=C1)C#CC)NC(C(C)(C)N1N=CC(=C1)C#CC1CN(C1)C=1C=C2C(N(C(C2=CC1)=O)C1C(NC(CC1)=O)=O)=O)=O